(R)-1-(3-Fluorophenyl)-2-((1-((1s,4S)-4-methoxycyclohexyl)-2-methyl-propan-2-yl)amino)ethan-1-ol FC=1C=C(C=CC1)[C@H](CNC(CC1CCC(CC1)OC)(C)C)O